methyl 5-(4-((cyclopropylcarbamoyl) oxy) piperidin-1-yl)-7-methoxythieno[3,2-b]pyridine-3-carboxylate C1(CC1)NC(=O)OC1CCN(CC1)C1=CC(=C2C(=N1)C(=CS2)C(=O)OC)OC